(9aR,10S)-10-((R)-(2,3-Difluorophenyl)(phenyl)methyl)-4-((5-methyl-2-oxo-1,3-dioxol-4-yl)methoxy)-8,9,9a,10-tetrahydro-7H-pyrrolo[1',2':4,5]pyrazino[1,2-b]pyridazin-3,5-dion FC1=C(C=CC=C1F)[C@H]([C@H]1[C@@H]2N(C(C=3N1N=CC(C3OCC=3OC(OC3C)=O)=O)=O)CCC2)C2=CC=CC=C2